ClC=1C=CC2=C(C(=NC3=C(O2)C=CC=C3)N3CCNCC3)C1 2-chloro-11-piperazinyl-dibenzo[b,f][1,4]oxazepine